FC1=CC(=C(C=C1)C(N1CCN(CC1)C1=C(C(N(C2=CC=C(N=C12)OC)C)=O)C#N)C1=CC=C(C=C1)F)OC 4-{4-[(4-Fluoro-2-methoxyphenyl)(4-fluorophenyl)methyl]piperazin-1-yl}-6-methoxy-1-methyl-2-oxo-1,2-dihydro-1,5-naphthyridin-3-carbonitril